6-(4-(1'-(4-chloro-3-fluorophenyl)-1',2',4,5-tetrahydro-2H-spiro[furan-3,3'-pyrrolo[3,2-b]pyridine]-5'-carbonyl)-3,3-dimethylpiperazin-1-yl)-2,4-dimethylnicotinic acid ClC1=C(C=C(C=C1)N1CC2(C3=NC(=CC=C31)C(=O)N3C(CN(CC3)C3=NC(=C(C(=O)O)C(=C3)C)C)(C)C)COCC2)F